C(C1CO1)OCCC[Si](OC)(OC)OC glycidyloxypropyl-(trimethoxy)silane